(R)-1-(2-(6-(((R)-1-(5-fluoro-2-methoxyphenyl)ethyl)amino)imidazo[1,2-b]pyridazin-3-yl)pyridin-4-yl)piperidin-3-ol FC=1C=CC(=C(C1)[C@@H](C)NC=1C=CC=2N(N1)C(=CN2)C2=NC=CC(=C2)N2C[C@@H](CCC2)O)OC